Cl.C1(CC1)N1CC(CCC1)N 1-cyclopropylpiperidin-3-amine hydrochloride